CC1=CC2=C(C=C1C=O)N(C3=NC(=O)NC(=O)C3=N2)C[C@@H]([C@@H]([C@@H](COP(=O)(O)O)O)O)O The molecule is a flavin mononucleotide that is FMN in which the 8-methyl group has been oxidised to the corresponding aldehyde. It is a flavin mononucleotide, a ribitol phosphate and an arenecarbaldehyde. It derives from a FMN. It is a conjugate acid of an 8-formyl-8-demethylriboflavin 5'-phosphate(3-).